ClC=1C=C(C2=C(CCO2)C1)NC(OC1=CC=CC=C1)=O phenyl (5-chloro-2,3-dihydrobenzofuran-7-yl)carbamate